FC1(CC(C1)(O)CC(=O)N(C)CC)F 2-(3,3-difluoro-1-hydroxycyclobutyl)-N-ethyl-N-methylacetamide